COC(=O)C=1NC2=CC(=CC=C2C1)NC(C)=O 6-Acetamido-1H-indole-2-carboxylic acid methyl ester